Cl[C@H](C(=O)NC=1C=NN(C1)C1=NC=C(C=C1C(F)(F)F)NC(=O)NC=1C=NC=2N(C1[C@@H](C)OC)N=C(C2)Cl)C (S)-2-chloro-N-(1-(5-(3-(2-chloro-7-((R)-1-methoxyethyl)pyrazolo[1,5-a]pyrimidin-6-yl)ureido)-3-(trifluoromethyl)pyridin-2-yl)-1H-pyrazol-4-yl)propanamide